(4-(((6-amino-5-(4-phenoxyphenyl)pyrimidin-4-yl)amino)methyl)-3,3-dimethylpiperidin-1-yl)prop-2-en-1-one NC1=C(C(=NC=N1)NCC1C(CN(CC1)C(C=C)=O)(C)C)C1=CC=C(C=C1)OC1=CC=CC=C1